C1(CC1)CNP(OCC1=CC(=C(C=C1)NC([C@H](C)N)=O)F)(=O)CC\C=C(\CO)/C 4-((S)-2-aminopropanamido)-3-fluorobenzyl N-(cyclopropylmethyl)-P-((E)-5-hydroxy-4-methylpent-3-en-1-yl)phosphonamidate